2-(2,5-dimethyl-1H-pyrrol-1-yl)-ethan-1-ol CC=1N(C(=CC1)C)CCO